COC(=O)C1C(CC2(C(=CC3=CC=CC=C23)F)CC1)=O fluoro-3-oxospiro[cyclohexane-1,1'-indene]-4-carboxylic acid methyl ester